FC1=C(C=CC(=C1)F)[C@@H](C)NC(=O)C=1C(C(=C(N(C1)CC(OC)OC)C(=O)OC)OC)=O (R)-methyl 5-(1-(2,4-difluorophenyl) ethylcarbamoyl)-1-(2,2-dimethoxyethyl)-3-methoxy-4-oxo-1,4-dihydropyridine-2-carboxylate